C(C)(C)(C)N1C=C(C=C1)C(=O)NCC(=O)NC=1SC=C(N1)C1=CC=C2C=CC(N(C2=C1)C)=O 1-(tert-butyl)-N-(2-((4-(1-methyl-2-oxo-1,2-dihydro-quinolin-7-yl)thiazol-2-yl)amino)-2-oxoethyl)-1H-pyrrole-3-carboxamide